1,4-nonanediol diacetate C(C)(=O)OCCCC(CCCCC)OC(C)=O